5-((3-bromophenyl)(cyclopropyl)methyl)-4-methyl-4H-1,2,4-triazole-3-thiol BrC=1C=C(C=CC1)C(C=1N(C(=NN1)S)C)C1CC1